[Na+].N(=[N+]=[N-])C=1C=C(C(=CC1)C=CC=1C(=CC(=CC1)N=[N+]=[N-])S(=O)(=O)[O-])S(=O)(=O)[O-].[Na+] 4,4'-diazido-2,2'-stilbendisulfonate sodium salt